(4-(2,5-difluorophenyl)thiazol-2-yl)-2-(4-isobutylphenyl)-N-methylpropanamide FC1=C(C=C(C=C1)F)C=1N=C(SC1)C(C(=O)NC)(C)C1=CC=C(C=C1)CC(C)C